diethyltrimethylsilicon phosphate P(=O)([O-])([O-])[O-].C(C)C([Si+](C)C)CC.C(C)C(CC)[Si+](C)C.C(C)C(CC)[Si+](C)C